COCC(=O)N1CCN(CC1)C1=CC(=NC=C1)NC=1SC2=NC(=CC=C2N1)C1=CC=NC=C1 2-methoxy-1-(4-(2-((5-(pyridin-4-yl)thiazolo[5,4-b]pyridin-2-yl)amino)pyridin-4-yl)piperazin-1-yl)ethanone